2,6-dimethyl-4-[[(3S)-pyrrolidin-3-yl]methyl]pyridine CC1=NC(=CC(=C1)C[C@@H]1CNCC1)C